CC(C)CCCCCCC(=O)NCC1=CC(=C(C(=C1)OC)O)C2=C(C(=CC(=C2)CNC(=O)CCCC/C=C/C(C)C)OC)O The molecule is a capsaicinoid that is a dimer obtained by replacement of the hydrogen at position 5' of capsaicin with 6'',7''-dihydrocapsaicin. It is isolated from the dried fruits of Capsicum annuum and exhibits antioxidant activity. It has a role as an antioxidant and a plant metabolite. It is a capsaicinoid, a member of biphenyls, a monocarboxylic acid amide and a member of guaiacols.